O[C@H]1[C@H]2[C@@H]3CC[C@H]([C@@H](CCC(=O)O)C)[C@]3(CC[C@@H]2[C@]2(CCC(C=C2C1)=O)C)C 7alpha-hydroxy-3-oxochol-4-en-24-oic acid